FS(=O)(=O)[O-].FS(=O)(=O)[O-].[Li+].[Li+] Lithium bis(fluorosulfonate)